5-chloro-2-methyl-pyridin-3-yl 3-[4-(2-aminothiazol-4-yl)-1H-1,2,3-triazol-1-yl]-3-deoxy-2-O-methyl-1-thio-alpha-D-galactopyranoside NC=1SC=C(N1)C=1N=NN(C1)[C@@H]1[C@H]([C@@H](SC=2C(=NC=C(C2)Cl)C)O[C@@H]([C@@H]1O)CO)OC